C(C)OC(=O)C=1C(=NN(C1C)C)I 3-iodo-1,5-dimethyl-pyrazole-4-carboxylic acid ethyl ester